N[C@@H](C(=O)O)CNC(C1=CC(=C(C=C1)F)CC)=O (R)-2-amino-3-(3-ethyl-4-fluorobenzamido)propanoic acid